CN(C1CCC(CC1)NC=1N=CC2=C(N1)N(C(C(=C2)C2=CC(=C(C=C2)NS(=O)(=O)CC2=CC=C(C=C2)F)F)=O)C(C)C)C N-(4-(2-(((1r,4r)-4-(dimethylamino)cyclohexyl)amino)-8-iso-propyl-7-oxo-7,8-dihydropyrido[2,3-d]-pyrimidin-6-yl)-2-fluorophenyl)-1-(4-fluorophenyl)methane-sulfonamide